BrC1=CC=C(C=C1)C1=NNCC1C1=CC=CC=C1 3-(4-bromophenyl)-4-phenyl-4,5-dihydro-1H-pyrazole